benzyl (2-(2-(((2-((4aR,8aS)-3-oxooctahydro-2H-pyrido[4,3-b][1,4]oxazine-6-carbonyl)-2-azaspiro[3.5]nonan-7-yl)oxy)methyl)phenoxy)ethyl)carbamate O=C1N[C@H]2[C@@H](OC1)CCN(C2)C(=O)N2CC1(C2)CCC(CC1)OCC1=C(OCCNC(OCC2=CC=CC=C2)=O)C=CC=C1